4-(2-chloro-5-cyanobenzyl)-N-hydroxy-3-oxo-3,4-dihydro-2H-benzo[b][1,4]oxazine-6-carboxamide ClC1=C(CN2C3=C(OCC2=O)C=CC(=C3)C(=O)NO)C=C(C=C1)C#N